dicyclohexylbis(ethoxymethyl)silane C1(CCCCC1)[Si](COCC)(COCC)C1CCCCC1